CS(=O)(=O)C1=C(C=CC=C1)S 2-(methylsulphonyl)benzenethiol